2-((4-fluoro-3-methoxy-2-methylphenyl)amino)-4-(trifluoromethyl)-benzoic acid FC1=C(C(=C(C=C1)NC1=C(C(=O)O)C=CC(=C1)C(F)(F)F)C)OC